4',5'-dibromo-3',6'-dihydroxy-2',7'-dinitro-1-spiro[isobenzofuran-3,9'-xanthene]one BrC1=C(C(=CC=2C3(C4=CC(=C(C(=C4OC12)Br)O)[N+](=O)[O-])OC(C1=CC=CC=C13)=O)[N+](=O)[O-])O